rac-N-[(3S,4R)-4-({[(1s,4S)-4-ethynylcyclohexyl]oxy}methyl)-7-methyl-6-oxo-1,3,4,6-tetrahydro-2H-quinolizin-3-yl]methanesulfonamide C(#C)C1CCC(CC1)OC[C@H]1[C@H](CCC2=CC=C(C(N12)=O)C)NS(=O)(=O)C |r|